(R)-2-chloro-N-(6-(difluoromethyl)pyridazin-4-yl)-3-fluoro-8-methyl-8-(trifluoromethyl)-7,8-dihydro-6H-pyrazolo[1,5-a]pyrrolo[2,3-e]pyrimidine-6-carboxamide ClC1=NN2C(N=CC3=C2[C@@](CN3C(=O)NC3=CN=NC(=C3)C(F)F)(C(F)(F)F)C)=C1F